ClCCC[SiH2]C(OCC)OCC 3-chloropropyl-(diethoxymethylsilane)